FC(C(=O)O)(F)F.FC1=CCC(C(C1)=O)C 6-fluoro-3-methyl-2-oxo-2,3-dihydro-1H-benzene Trifluoroacetate salt